methylene-4-cyanobutyraldehyde C=C(C=O)CCC#N